NCC[C@H](C)O (2S)-4-aminobutan-2-ol